4-(4-chlorophenyl)-6-(2-methylpyrrolidin-1-yl)-2-(pyridin-3-yl)pyrimidine ClC1=CC=C(C=C1)C1=NC(=NC(=C1)N1C(CCC1)C)C=1C=NC=CC1